(S)-N-(5-cyclopropyl-1H-pyrazol-3-yl)-2-(3-(methylamino)pyrrolidin-1-yl)pyrimidin-4-amine C1(CC1)C1=CC(=NN1)NC1=NC(=NC=C1)N1C[C@H](CC1)NC